FC1=CC=C(C=C1)C1=NN2C(NCC(C2)(CO)CO)=C1C=1C=CC(N(N1)C1=C(C=CC=C1)C)=O 6-[2-(4-fluorophenyl)-6,6-bis(hydroxymethyl)-4,5,6,7-tetrahydropyrazolo[1,5-a]pyrimidin-3-yl]-2-(2-methylphenyl)pyridazin-3(2H)-one